ClC1=C(C(=O)N[C@H](C(=O)OCC2=CC=CC=C2)CNC(CNC(C2=CC(=CC=C2)NC=2NCC(CN2)(F)F)=O)=O)C(=CC(=C1)N1CCOCC1)Cl (S)-benzyl 2-(2,6-dichloro-4-morpholinobenzamido)-3-(2-(3-(5,5-difluoro-1,4,5,6-tetrahydropyrimidin-2-ylamino)benzamido)acetamido)propanoate